(1R,2S,5R)-1-Amino-2-(((R)-2-amino-3-mercaptopropanamido)methyl)-5-(2-boronoethyl)cyclohexane-1-carboxylic acid dihydrochloride Cl.Cl.N[C@]1([C@@H](CC[C@H](C1)CCB(O)O)CNC([C@H](CS)N)=O)C(=O)O